[N-]=C=O.N(=C=O)CC1CCCCC1 isocyanatomethylcyclohex-ane isocyanate